2-{2-[(1H-1,3-Benzodiazol-2-ylmethyl)amino]ethyl}-N-(pyridazin-3-ylmethyl)-1,3-thiazole-4-carboxamide N1C(=NC2=C1C=CC=C2)CNCCC=2SC=C(N2)C(=O)NCC=2N=NC=CC2